CN1C(CC(CC1(C)C)OC(C(C(=O)OC1CC(N(C(C1)(C)C)C)(C)C)(CCCC)CC1=CC(=C(C(=C1)C(C)(C)C)O)C(C)(C)C)=O)(C)C.CC(=C=O)C1=CC=CC=C1 methyl-styrenone bis(1,2,2,6,6-pentamethyl-4-piperidyl)-[[3,5-bis(1,1-dimethylethyl)-4-hydroxyphenyl]methyl]butylmalonate